Tetraphenyl-phosphine palladium [Pd].C1(=CC=CC=C1)P(C1=CC=CC=C1)(C1=CC=CC=C1)C1=CC=CC=C1